ClC1=C2CC(CC2=CC=C1)=O 4-chloro-1,3-dihydro-2H-inden-2-one